N-aminoethyl-2-ethyl-3-hydroxypyridin-4-one NCCN1C(=C(C(C=C1)=O)O)CC